1-(Pyridin-3-yl)-1H-pyrazole-3-carbaldehyde N1=CC(=CC=C1)N1N=C(C=C1)C=O